(R)-(3-([1,1'-biphenyl]-2-ylethynyl)-1H-indazol-5-yl)(3-(dimethylamino)pyrrolidin-1-yl)methanone C1(=C(C=CC=C1)C#CC1=NNC2=CC=C(C=C12)C(=O)N1C[C@@H](CC1)N(C)C)C1=CC=CC=C1